5-amino-N-{3-fluoro-2-[3-methoxy-4-(methylamino)pyrrolidin-1-yl]-5,6,7,8-tetrahydroquinolin-6-yl}-2,4-dimethylthieno[2,3-d]pyrimidine-6-carboxamide NC1=C(SC=2N=C(N=C(C21)C)C)C(=O)NC2CC=1C=C(C(=NC1CC2)N2CC(C(C2)NC)OC)F